4-[3-[2,6-Dichloro-4-(1-methylpyrazolo[3,4-b]pyridin-4-yl)benzoyl]-2,4-dihydro-1,3-benzoxazin-8-yl]-5-fluoro-2-(3-oxa-8-azabicyclo[3.2.1]octan-8-yl)benzoic acid ClC1=C(C(=O)N2COC3=C(C2)C=CC=C3C3=CC(=C(C(=O)O)C=C3F)N3C2COCC3CC2)C(=CC(=C1)C1=C2C(=NC=C1)N(N=C2)C)Cl